tert-butyl ((3R)-1-((2-(1-((4-(4-morpholino-7-((2-(trimethylsilyl)ethoxy)methyl)-7H-pyrrolo[2,3-d]pyrimidin-6-yl)phenyl)amino)ethyl)pyridin-4-yl)methyl)piperidin-3-yl)carbamate O1CCN(CC1)C=1C2=C(N=CN1)N(C(=C2)C2=CC=C(C=C2)NC(C)C2=NC=CC(=C2)CN2C[C@@H](CCC2)NC(OC(C)(C)C)=O)COCC[Si](C)(C)C